5-chloro-2-oxo-1H-indole ClC=1C=C2CC(NC2=CC1)=O